NC1=C(C=C(N=N1)C1=C(C=CC=C1)O)N1C[C@H]2CC[C@@H](C1)N2C2=CC(=CC=C2)N(C2CCNCC2)C 2-[6-amino-5-[(1R,5S)-8-[3-[methyl(4-piperidyl)amino]phenyl]-3,8-diazabicyclo[3.2.1]octan-3-yl]pyridazin-3-yl]phenol